C(C)(C)(C)OC(=O)N1C[C@H](O[C@@H](C1)CO)C1=CC(=NC(=C1)Cl)Br.OC1=C(C=C(C=C1C(C)(C)C)C(C)(C)C)N1N=C2C(=N1)C=CC=C2 2-(2'-hydroxy-3,5-di-t-butylphenyl)benzotriazole trans-tert-butyl-2-(2-bromo-6-chloropyridin-4-yl)-6-(hydroxymethyl)morpholine-4-carboxylate